2-(5-methoxy-1H-indol-1-yl)aniline COC=1C=C2C=CN(C2=CC1)C1=C(N)C=CC=C1